ClC1=C(C=C(OCC(=O)O)C=C1)C(F)F 2-[4-chloro-3-(difluoromethyl)phenoxy]acetic acid